(1S,4r)-4-((5-(5,6-difluoropyridin-2-yl)-2-(((S)-2-fluorobutyl)amino)pyrimidin-4-yl)amino)cyclohexan-1-ol FC=1C=CC(=NC1F)C=1C(=NC(=NC1)NC[C@H](CC)F)NC1CCC(CC1)O